3-(2-amino-6-(1-(3-chlorobenzyl)-2-oxo-1,2-dihydropyridin-4-yl)pyrimidin-4-yl)-2-methylbenzonitrile NC1=NC(=CC(=N1)C=1C(=C(C#N)C=CC1)C)C1=CC(N(C=C1)CC1=CC(=CC=C1)Cl)=O